[C@H]12CN(C[C@H](CC1)N2)C2=NC(=NC1=C(C(=CC=C21)C2=CC(=CC1=CC=CC=C21)O)F)OCCN2C(CCC2=O)=O 1-(2-((4-((1R,5S)-3,8-diazabicyclo[3.2.1]octan-3-yl)-8-fluoro-7-(3-hydroxynaphthalen-1-yl)quinazolin-2-yl)oxy)ethyl)pyrrolidine-2,5-dione